4,4'-(propane-1,3-diyl)bis(2-(6-(1H-imidazol-1-yl)pyridazine-3-carboxamido)-5-fluorobenzoic acid) C(CCC1=CC(=C(C(=O)O)C=C1F)NC(=O)C=1N=NC(=CC1)N1C=NC=C1)C1=CC(=C(C(=O)O)C=C1F)NC(=O)C=1N=NC(=CC1)N1C=NC=C1